tert-Butyl 4-(p-tolyl)-3,6-dihydropyridine-1(2H)-carboxylate C1(=CC=C(C=C1)C=1CCN(CC1)C(=O)OC(C)(C)C)C